C(N)(OC1CSC2=C(N=C1C(C1=CC=CC=C1)C1=NOC(=N1)C(F)(F)F)C=CC=C2)=O 4-[5-(trifluoromethyl)-1,2,4-oxadiazol-3-yl phenyl methyl]-2,3-dihydro-1,5-benzothiazepin-3-yl carbamate